5-(1-(3,3-difluorocyclobutyl)-2-methyl-1H-imidazo[4,5-b]pyridin-6-yl)-N-(trans-3-(2-methoxyethoxy)cyclobutyl)pyrrolo[2,1-f][1,2,4]triazin-2-amine FC1(CC(C1)N1C(=NC2=NC=C(C=C21)C=2C=CN1N=C(N=CC12)N[C@@H]1C[C@H](C1)OCCOC)C)F